NC1=C(C[C@H](N)C(=O)O)C=CC=C1C1=CC=C(C=C1)O 2-amino-3-(4-hydroxy-phenyl)phenylalanine